CC(C(C)O)C=CC1C(C(=CC1)C)(C)C 3-methyl-5-(2,2,3-trimethyl-3-cyclopentene-1-yl)-4-penten-2-ol